P(=S)(OOC(C=C)=O)(O)O acryloyloxy dihydrogen thiophosphate